methyl 2-(tert-butoxycarbonylamino)-3-(3-(4,4,5,5-tetramethyl-1,3,2-dioxaborolan-2-yl)-5-(triisopropylsilyloxy)phenyl)-propanoate C(C)(C)(C)OC(=O)NC(C(=O)OC)CC1=CC(=CC(=C1)O[Si](C(C)C)(C(C)C)C(C)C)B1OC(C(O1)(C)C)(C)C